C(C)OC(=O)C1(CCN(CC1)C1=NC(=CC=C1)S(NC1=NC(=C(C=C1)C(F)(F)F)C1=C(C=CC=C1)C)(=O)=O)C 4-methyl-1-(6-{[6-(2-methylphenyl)-5-(trifluoromethyl)pyridin-2-yl]Sulfamoyl}pyridin-2-yl)piperidine-4-carboxylic acid ethyl ester